2,2-diethyl-5-phenyl-1,3-dioxolan-4-one C(C)C1(OC(C(O1)=O)C1=CC=CC=C1)CC